diazobenzenedisulfonic acid [N+](=[N-])=C1C(C(=CC=C1)S(=O)(=O)O)S(=O)(=O)O